(2-(tert-butyl)phenyl)amine C(C)(C)(C)C1=C(C=CC=C1)N